C(C)C=1C(=NC=2N(C1[C@]1(CN(CCC1)S(=O)(=O)C)C)N=C(C2)[C@@H]2CC[C@H](CC2)C(F)(F)F)C (3R)-3-{6-ethyl-5-methyl-2-[trans-4-(trifluoromethyl)cyclohexyl]pyrazolo[1,5-a]pyrimidin-7-yl}-1-methanesulfonyl-3-methylpiperidine